COC([C@@H](COC1=C(C=CC(=C1)C(F)(F)F)C1OC2=C(C=CC=C2C(C1)=O)Cl)NS(=O)(=O)CC)=O (2R)-3-[2-(8-chloro-4-oxo-chroman-2-yl)-5-(trifluoromethyl)phenoxy]-2-(ethylsulfonylamino)propionic acid methyl ester